butenyl pyruvate C(C(=O)C)(=O)OC=CCC